6,6-bis(hexyloxy)hexanoic acid C(CCCCC)OC(CCCCC(=O)O)OCCCCCC